2,2-Difluoro-N-[rac-(2R,3S)-2-phenyl-1-(1-pyridin-4-yl-1H-indazol-5-yl)-pyrrolidin-3-yl]-propionamide FC(C(=O)N[C@@H]1[C@H](N(CC1)C=1C=C2C=NN(C2=CC1)C1=CC=NC=C1)C1=CC=CC=C1)(C)F |r|